IC1=C2CN(C(C2=CC=C1)=O)C1C(N(C(CC1)=O)C(=O)OC(C)(C)C)=O tert-butyl 3-(4-iodo-1-oxoisoindolin-2-yl)-2,6-dioxopiperidine-1-carboxylate